FC1=C(C=C(C=C1)OC)C(=O)N1CC2(C1)CC(C2)C2=CC(=NN2C2=C(C=CC=C2)C)C (2-fluoro-5-methoxyphenyl)(6-(3-methyl-1-(o-tolyl)-1H-pyrazol-5-yl)-2-azaspiro[3.3]heptan-2-yl)methanone